tri(3-methylphenyl) phosphate P(=O)(OC1=CC(=CC=C1)C)(OC1=CC(=CC=C1)C)OC1=CC(=CC=C1)C